Cyclopropyl(2-(6-(2-ethyl-5-fluoro-4-hydroxyphenyl)-1H-indazol-3-yl)pyrrolo[3,4-d]imidazole-5(1H,4H,6H)-yl)methanone C1(CC1)C(=O)N1CC=2NC(=NC2C1)C1=NNC2=CC(=CC=C12)C1=C(C=C(C(=C1)F)O)CC